(S)-(-)-1-(4-bromophenyl)ethylamine C[C@@H](C1=CC=C(C=C1)Br)N